methyl 2-[5-[2-[tert-butyl(dimethyl)silyl]oxyethyl]-2-chloro-phenyl]sulfanylacetate [Si](C)(C)(C(C)(C)C)OCCC=1C=CC(=C(C1)SCC(=O)OC)Cl